ClC1=CC(=C(COC2=CC=CC(=N2)C2CCN(CC2)CC=2N(C(=NN2)C=CC(=O)O)C)C=C1)F 3-(5-((4-(6-((4-chloro-2-fluorobenzyl)oxy)pyridin-2-yl)piperidin-1-yl)methyl)-4-methyl-4H-1,2,4-triazol-3-yl)acrylic acid